1,2,3-thiadiazol-4-ylacetic acid S1N=NC(=C1)CC(=O)O